FC(C(C(F)(F)F)(O)C1=CC=C(C=C1)NC(=O)C=1C(N(C=CC1)C1=C(C=CC=C1)OCC(F)(F)F)=O)(F)F N-[4-(1,1,1,3,3,3-hexafluoro-2-hydroxypropan-2-yl)phenyl]-2-oxo-1-[2-(2,2,2-trifluoroethoxy)phenyl]-1,2-dihydropyridine-3-carboxamide